C(#N)C=1C(=NC(=C(C1CC)C#N)N1C[C@@H]([C@]2(CCCN2S(=O)(=O)C)CC1)O)SC(C(=O)N)C1=CC=CC=C1 2-((3,5-dicyano-4-ethyl-6-((5S,6S)-6-hydroxy-1-(methylsulfonyl)-1,8-diazaspiro[4.5]decan-8-yl)pyridin-2-yl)thio)-2-phenylacetamide